N-cyclobutyl-N-methyl-3-(2-methyl-1-oxo-1,2-dihydro-6-isoquinolinyl)-6-quinoxalinecarboxamide C1(CCC1)N(C(=O)C=1C=C2N=C(C=NC2=CC1)C=1C=C2C=CN(C(C2=CC1)=O)C)C